S(=O)(=O)(O)O.CNC1=CC=C(C=C1)NC N,N'-dimethyl-p-phenylenediamine sulfate